CC1N2N=CC=3C4=C(C=C(C=C4C(N(CC1)C32)=O)C)C(C)NC3=C(C(=O)O)C=CC=C3 2-((1-(3,8-Dimethyl-6-oxo-4,5-dihydro-3H,6H-2,2a,5a-triazaaceanthrylen-10-yl)ethyl)amino)benzoic acid